1-[3-(3-chloro-2-piperazin-1-yl-6-quinolinyl)phenyl]-N-methyl-methylamine dihydrochloride Cl.Cl.ClC=1C(=NC2=CC=C(C=C2C1)C=1C=C(C=CC1)CNC)N1CCNCC1